ClC=1C=C(NC2(CCC3([C@H](CC4=CC=CC=C34)C[C@H](COC3=CC=NC=4[C@H](CC[C@@H](C34)C)C)C)CC2)C(=O)O)C=CC1 (1r,2'S,4S)-4-(3-chloroanilino)-2'-[(2R)-3-{[(5S,8S)-5,8-dimethyl-5,6,7,8-tetrahydroquinolin-4-yl]oxy}-2-methylpropyl]-2',3'-dihydrospiro[cyclohexane-1,1'-indene]-4-carboxylic acid